2,5-diphenyltetrazole bromate Br(=O)(=O)O.C1(=CC=CC=C1)N1N=C(N=N1)C1=CC=CC=C1